4-(1,2-dimethyl-1H-imidazol-4-yl)-1-{[(2S)-5-oxopyrrolidin-2-yl]methoxy}-7-(propan-2-yloxy)isoquinoline-6-carboxamide CN1C(=NC(=C1)C1=CN=C(C2=CC(=C(C=C12)C(=O)N)OC(C)C)OC[C@H]1NC(CC1)=O)C